9-((1S,4S)-4-(aminomethyl)cyclohexyl)-N8-(3-chlorophenyl)-N2-(tert-pentyl)-9H-purine-2,8-diamine NCC1CCC(CC1)N1C2=NC(=NC=C2N=C1NC1=CC(=CC=C1)Cl)NC(C)(C)CC